tert-Butyl ((1-methyl-4-(5-(4,4,5,5-tetramethyl-1,3,2-dioxaborolan-2-yl)pyridin-2-yl)-1H-1,2,3-triazol-5-yl)methyl)carbamate CN1N=NC(=C1CNC(OC(C)(C)C)=O)C1=NC=C(C=C1)B1OC(C(O1)(C)C)(C)C